5-(2-(6-(3,8-diaza-bicyclo[3.2.1]octan-3-yl)-5-methylpyridin-3-ylamino)-5-methylpyrimidin-4-ylamino)benzo[d]oxazol-2(3H)-one C12CN(CC(CC1)N2)C2=C(C=C(C=N2)NC2=NC=C(C(=N2)NC=2C=CC1=C(NC(O1)=O)C2)C)C